CN1C[C@H]2C([C@H]2C1)C=1SC2=C(N1)C=C(C=C2)[C@@H]2NC[C@H](CC2)C 2-((R,5S,6r)-3-methyl-3-azabicyclo[3.1.0]hexan-6-yl)-5-((2R,5S)-5-methylpiperidin-2-yl)benzo[d]thiazole